COCCNC1=CC=C(C=N1)C1=NC=2N(C(N(C(C2N1)=O)CCCN1C(CCC1)=O)=O)CCC 8-(6-(N-(2-methoxyethyl)amino)-3-pyridinyl)-1-((2-oxo-1-pyrrolidinyl)propyl)-3-propylxanthine